1-(6-methyl-4-((1-methylcyclopropyl) amino) furo[2,3-d]pyrimidine-5-carbonyl)-3-oxopiperidine-4-carboxylate CC1=C(C2=C(N=CN=C2NC2(CC2)C)O1)C(=O)N1CC(C(CC1)C(=O)[O-])=O